N1C=C(C=2C1=NC=CC2)C(=O)N PYRROLO-[2,3-B]PYRIDINE-3-CARBOXAMIDE